CC1=C(C=NC=2OCCN(C21)C(=O)OC(C)(C)C)N2CC=1N=C(N=CC1CC2)NC2=CC(=CC=C2)CN2CCN(CC2)C tert-butyl 8-methyl-7-[2-({3-[(4-methylpiperazin-1-yl)methyl]phenyl}amino)-5H,6H,7H,8H-pyrido[3,4-d]pyrimidin-7-yl]-1H,2H,3H-pyrido[2,3-b][1,4]oxazine-1-carboxylate